3-(1-amino-2-methylpropan-2-yl)-N-(2-((4-(3-(2-(methylamino)pyridin-4-yl)phenyl)thiazol-2-yl)amino)-2-oxoethyl)benzamide NCC(C)(C)C=1C=C(C(=O)NCC(=O)NC=2SC=C(N2)C2=CC(=CC=C2)C2=CC(=NC=C2)NC)C=CC1